CC(=C)C1=CC=CC=C1 α-methylstyren